C(C)(C)(C)OC(=O)N1CC=2N(CC1)N=C1C2C2=C(CCC1)C=NO2.ClCCCl 1,2-dichloroethane tert-butyl-5,6,9,10-tetrahydro-4H-isoxazolo[5'',4'':3',4']cyclohepta[1',2':3,4]pyrazolo[1,5-a]pyrazine-11(12H)-carboxylate